acryloyloxynonyl dihydrogenphosphate P(=O)(O)(O)OCCCCCCCCCOC(C=C)=O